(R)-3-amino-4-hydroxybutyric acid N[C@H](CC(=O)O)CO